ClC1=C(C=CC(=C1)CO)NC(=O)[C@H](C)NC(=O)[C@H](C(C)C)NC(OC(C)(C)C)=O tert-butyl N-[(1S)-1-{[(1S)-1-{[2-chloro-4-(hydroxymethyl)phenyl]carbamoyl}ethyl]carbamoyl}-2-methylpropyl]carbamate